COC=1C=C2CCNCC2=CC1NC1=NC2=CC(=CC=C2C=N1)C=1C=NN(C1)C N-(6-methoxy-1,2,3,4-tetrahydroisoquinolin-7-yl)-7-(1-methyl-1H-pyrazol-4-yl)quinazolin-2-amine